NC=1C(NC2=C3C=CC=NC3=C(C=C2C1C1=C2C=NNC2=C(C=C1)F)C=1C=NN(C1)C)=O 3-amino-4-(7-fluoro-1H-indazol-4-yl)-6-(1-methylpyrazol-4-yl)-1H-1,7-phenanthrolin-2-one